Cl.C(N)(=N)C=1C=C(CC(C(=O)N)CC)C=CC1Cl (3-carbamimidoyl-4-chlorobenzyl)butanamide hydrochloride